C1(CCCCC1)NC1=C(C=C(C=C1)S(=O)(=O)NC)C=1N=NN(N1)CC1=CC=C(C=C1)F 4-(cyclohexylamino)-3-(2-(4-fluorobenzyl)-2H-tetrazol-5-yl)-N-methylbenzenesulfonamide